C(C)(C)(C)OC(=O)NC=1C=2N(C=C(C1)C(=O)OC)C=C(N2)C methyl 8-((tert-butoxycarbonyl)amino)-2-methylimidazo[1,2-a]pyridine-6-carboxylate